C(C)=C1N=CC=N1 2-ethylideneimidazole